Tert-butyl (E)-(3-(2-((2,6-difluoro-4-methylphenyl)imino)-9,10-dimethoxy-4-oxo-6,7-dihydro-2H-pyrimido[6,1-a]isoquinolin-3(4H)-yl)cyclobutyl)carbamate FC1=C(C(=CC(=C1)C)F)\N=C/1\N(C(N2C(C3=CC(=C(C=C3CC2)OC)OC)=C1)=O)C1CC(C1)NC(OC(C)(C)C)=O